COC1=C(C=C(C=C1CCCC(=O)O)OC)C 4-(2,5-dimethoxy-3-tolyl)butyric acid